FC1=C(C=CC(=C1C(=O)C1=CNC2=NC=C(C=C21)C=2C=NC(=CC2)N2CCNCC2)F)NS(=O)(=O)N2CCCC2 N-[2,4-difluoro-3-[5-(6-piperazin-1-yl-3-pyridyl)-1H-pyrrolo[2,3-b]pyridine-3-carbonyl]phenyl]pyrrolidine-1-sulfonamide